C1(=CC=CC=C1)[C@@H]1CCC=2N1N=C(N2)C(=O)N[C@H]2COC1=C(NC2=O)C(=CC(=C1)F)F (5S)-5-phenyl-N-[(3S)-6,8-difluoro-4-oxo-3,5-dihydro-2H-1,5-benzoxazepin-3-yl]-6,7-dihydro-5H-pyrrolo[1,2-b][1,2,4]triazole-2-carboxamide